1-(3-{5-[(R)-(1,3-Dimethyl-azetidin-3-yl)-hydroxy-(4-isopropyl-phenyl)-methyl]-pyridin-3-yl}-[1,2,4]oxadiazol-5-ylmethyl)-imidazolidine-2,4-dione CN1CC(C1)(C)[C@@](C=1C=C(C=NC1)C1=NOC(=N1)CN1C(NC(C1)=O)=O)(C1=CC=C(C=C1)C(C)C)O